((2R,3S,5R)-3-(Benzoyloxy)-5-cyano-5-(2,4-dioxo-3,4-dihydropyrimidin-1(2H)-yl)-4-hydroxytetrahydrofuran-2-yl)methyl benzoate C(C1=CC=CC=C1)(=O)OC[C@H]1O[C@](C([C@@H]1OC(C1=CC=CC=C1)=O)O)(N1C(NC(C=C1)=O)=O)C#N